2,6-dibromo-3,5-difluoro-pyridine BrC1=NC(=C(C=C1F)F)Br